N-(1-((4-((6,7-diMethoxyquinolin-4-yl)oxy)-3-fluorophenyl)carbamoyl)cyclopropyl)-4-fluorobenzamide COC=1C=C2C(=CC=NC2=CC1OC)OC1=C(C=C(C=C1)NC(=O)C1(CC1)NC(C1=CC=C(C=C1)F)=O)F